N-(4-bromo-5-fluoro-2-methoxyphenyl)-6-(methylsulfanyl)pyrazolo[1,5-a]pyridine-3-sulfonamide BrC1=CC(=C(C=C1F)NS(=O)(=O)C=1C=NN2C1C=CC(=C2)SC)OC